NC1=C(C(=NC=N1)C=1C(=C(C=C(C1)F)NC(C1=C(C=C(C=C1)C1CC1)F)=O)C)OC[C@H]1N(CCC1)C(C#CC)=O (S)-N-(3-(6-Amino-5-((1-(but-2-ynoyl)pyrrolidin-2-yl)methoxy)pyrimidin-4-yl)-5-fluoro-2-methylphenyl)-4-cyclopropyl-2-fluorobenzamide